N-[1-(4-cyclopropanesulfonamidopyridin-2-yl)-2-(piperazin-1-yl)ethyl]-5-(6-ethoxypyrazin-2-yl)-1,3-thiazole-2-carboxamide C1(CC1)S(=O)(=O)NC1=CC(=NC=C1)C(CN1CCNCC1)NC(=O)C=1SC(=CN1)C1=NC(=CN=C1)OCC